3-((4-((S)-3-(3,5-difluorophenyl)isoxazolidine-2-carbonyl)cyclohexyl)methoxy)-5-fluorobenzonitrile FC=1C=C(C=C(C1)F)[C@H]1N(OCC1)C(=O)C1CCC(CC1)COC=1C=C(C#N)C=C(C1)F